NC1=C2C(=NC=N1)NN=C2C2=CC=C(C=C2)NC(=O)C2=CN(C(=C(C2=O)C2=CC=C(C=C2)F)C#N)C2CC2 N-(4-(4-amino-1H-pyrazolo[3,4-d]pyrimidin-3-yl)phenyl)-6-cyano-1-cyclopropyl-5-(4-fluorophenyl)-4-oxo-1,4-dihydropyridine-3-carboxamide